C(#N)C1=C(C(=CC(=C1)F)OC)NC(OC1=CC=CC=C1)=O Phenyl (2-cyano-4-fluoro-6-methoxyphenyl)carbamate